(N-[4-amino-5-[4-[2-(4-methyl-1-piperidinyl)-2-oxo-ethoxy]benzoyl]thiazol-2-yl]-4-fluoro-anilino)propanamide NC=1N=C(SC1C(C1=CC=C(C=C1)OCC(=O)N1CCC(CC1)C)=O)N(C1=CC=C(C=C1)F)C(C(=O)N)C